BrC=1C=C(C=C2C(C(COC12)CC=1C=CC(=C(OCCOCCOCCOCC(=O)OC)C1)F)=O)CN1C(N(C=C1)C)=NC(=O)OC(C)(C)C Methyl 2-(2-(2-(2-(5-((8-bromo-6-((2-((tert-butoxycarbonyl)imino)-3-methyl-2,3-dihydro-1H-imidazol-1-yl)methyl)-4-oxochroman-3-yl)methyl)-2-fluorophenoxy)ethoxy)ethoxy)ethoxy)acetate